Acetone-hydrate O.CC(=O)C